C(=C)SC1=CC=CC2=C(C=CC=C12)SC=C 1,5-bis(vinylthio)naphthalene